FC(N1N=CC(=C1)C(=O)NC1=CC(=CC=C1)[C@H](C)NC1=CN=C2C(=N1)N(N=C2)C)F (S)-1-(difluoromethyl)-N-(3-(1-((1-methyl-1H-pyrazolo[3,4-b]pyrazin-6-yl)amino)ethyl)phenyl)-1H-pyrazole-4-carboxamide